C(CCCCCC)C1=CC=C(C=C1)C1=CC=C(C=C1)C#N 4'-Heptyl[1,1'-biphenyl]-4-carbonitrile